3-nitro-1,10-phenanthroline [N+](=O)([O-])C=1C=NC2=C3N=CC=CC3=CC=C2C1